6-bromo-4-fluoro-2-(fluoromethyl)-1-isopropyl-1H-benzo[d]imidazole BrC=1C=C(C2=C(N(C(=N2)CF)C(C)C)C1)F